OC1=CC=C(C=C1)C[C@@H](C(=O)N[C@H](C(N[C@H](C=O)C[C@H]1C(NCCC1)=O)=O)CC(C)C)NC(OCC1=CC=CC=C1)=O Benzyl ((S)-3-(4-hydroxyphenyl)-1-(((S)-4-methyl-1-oxo-1-(((S)-1-oxo-3-((S)-2-oxopiperidin-3-yl)propan-2-yl)amino)pentan-2-yl)amino)-1-oxopropan-2-yl)carbamate